(1R,7R,8R)-2-(7-bromo-6-chloro-8-fluoro-2-(((2R,7aS)-2-fluorotetrahydro-1H-pyrrolizin-7a(5H)-yl)methoxy-d2)quinazolin-4-yl)-8-fluoro-5-oxa-2-azabicyclo[5.1.0]octane BrC1=C(C=C2C(=NC(=NC2=C1F)OC([2H])([2H])[C@]12CCCN2C[C@@H](C1)F)N1[C@H]2[C@@H]([C@H]2COCC1)F)Cl